1-hydroxy-6,6,9-trimethyl-3-pentylbenzo[c]chromene-2-carboxylic acid OC1=C2C3=C(C(OC2=CC(=C1C(=O)O)CCCCC)(C)C)C=CC(=C3)C